3',5'-di-O-trityluridine C(C1=CC=CC=C1)(C1=CC=CC=C1)(C1=CC=CC=C1)O[C@H]1[C@H]([C@@H](O[C@@H]1COC(C1=CC=CC=C1)(C1=CC=CC=C1)C1=CC=CC=C1)N1C(=O)NC(=O)C=C1)O